CC1(CC=NC=C1)C1=CC=NC=C1 4'-methyl-4,4'-bipyridine